ClC=1C(=C(C=CC1)C=1CCOC2=C(C1C1=CC=C(C=C1)O[C@@H]1CN(CC1)CCCF)C=C(C(=C2)O)C)C 4-(3-Chloro-2-methylphenyl)-5-[4-[(3S)-1-(3-fluoropropyl)pyrrolidin-3-yl]oxyphenyl]-7-methyl-2,3-dihydro-1-benzoxepin-8-ol